C(CCCCCCCCCC(C)C)C(C(=O)OC(CCCCOCC1=CC=CC=C1)CCCCCCC)CCCCCCCCCCCC 1-(Benzyloxy)dodecane-5-ol Isotridecyl-myristate